C1N(CC12COCCC2)C2CCC(CC2)NC2=C1C=C(N(C1=CC=C2)CC(F)(F)F)C#CCNC2=C(C=C(C=C2)S(=O)(=O)N)OC 4-((3-(4-(((1S,4S)-4-(6-oxa-2-azaspiro[3.5]nonan-2-yl)cyclohexyl)amino)-1-(2,2,2-trifluoroethyl)-1H-indol-2-yl)prop-2-yn-1-yl)amino)-3-methoxybenzene-sulfonamide